2-[(1Z)-1-{[4-(4-bromophenoxy)phenyl]methylidene}-5-fluoro-2-methyl-1H-inden-3-yl]acetic acid BrC1=CC=C(OC2=CC=C(C=C2)\C=C/2\C(=C(C3=CC(=CC=C23)F)CC(=O)O)C)C=C1